C(C)OC(=O)[C@H]1[C@@H](C1)C1=CC=CC(=N1)C=1C2=C([Se]C1C(=O)O)C=CC(=C2)OC(F)(F)F |r| trans-(rac)-3-(6-(2-(ethoxycarbonyl)cyclopropyl)pyridin-2-yl)-5-(trifluoromethoxy)benzo[b]selenophene-2-carboxylic acid